C(#N)C1(CC(=CC=C1NC1=NC=C2C=CC(=NC2=C1)C(=O)C1CCN(CC1)C(=O)OC(C)(C)C)C1=CC=CC=C1)F tert-butyl 4-[7-([3-cyano-3-fluoro-[1,1-biphenyl]-4-yl]amino)-1,6-naphthyridine-2-carbonyl]piperidine-1-carboxylate